methyl-6-(3,3-dimethylpiperazin-1-yl)-3-methylpyridinecarboxylic acid CC1=C(C(=NC(=C1)N1CC(NCC1)(C)C)C(=O)O)C